C(C=C)N1C=CC2=CC=CC=C12 1-allyl-indole